4-O-methyl-D-glucuronic acid CO[C@@H]([C@@H]([C@H](C=O)O)O)[C@H](O)C(=O)O